diethyl ((1R,5S)-1-(naphthalen-2-yl)-3-azabicyclo[3.1.0]hexan-3-yl)phosphonate C1=C(C=CC2=CC=CC=C12)[C@@]12CN(C[C@H]2C1)P(OCC)(OCC)=O